2-(((3S)-4-methoxy-1,3-dimethylpiperidin-3-yl)methoxy)quinazoline COC1[C@](CN(CC1)C)(C)COC1=NC2=CC=CC=C2C=N1